ClC1=CC(=NC=2N1N=C(C2C=2C(=CC(=NC2)N(C)C)C)C)C 5-(7-chloro-2,5-dimethylpyrazolo[1,5-a]pyrimidin-3-yl)-N,N,4-trimethylpyridin-2-amine